C1(=CC=CC=C1)P(C1=CC=CC=C1)CC=1N(C2=CC=CC=C2C1CCC(C)(S(=O)N)C)S(=O)(=O)C1=CC=CC=C1 2-diphenylphosphinomethyl-1-phenyl-sulfonyl-1H-indol-3-ylmethyl-2-methylpropan-2-sulfinamide